FC(C=1OC(=NN1)C=1C=NC(=CC1)CN1N=NC(=C1)C1=CC(=CC=C1)C1CN(C1)CC)F 2-(difluoromethyl)-5-(6-((4-(3-(1-ethylazetidin-3-yl)phenyl)-1H-1,2,3-triazol-1-yl)methyl)pyridin-3-yl)-1,3,4-oxadiazole